4-(6,7-dimethoxyquinazolin-4-yl)-2,3,6,7-tetrahydro-1H-azepin-1-sulfonamide COC=1C=C2C(=NC=NC2=CC1OC)C=1CCN(CCC1)S(=O)(=O)N